N=1C(=CCCC1)C(=O)N pyridine-2(5H)-carboxamide